7-bromo-2-(methanesulfinyl)-4-(methylthio)imidazo[2,1-f][1,2,4]triazine BrC1=CN=C2C(=NC(=NN21)S(=O)C)SC